CN(C(OC(C)(C)C)=O)C[C@H]1OCCC2=C(C=CC=C12)C1=CN=CS1 |o1:10| rel-tert-Butyl (S)-methyl((5-(thiazol-5-yl)isochroman-1-yl)methyl)carbamate